O[C@H]1[C@H](CCC1)NS(=O)(=O)C1=CC=C(C=C1)C |o1:1,2| N-[rel-(1S,2R)-2-hydroxycyclopentyl]-4-methylbenzene-1-sulfonamide